NC1=CC=C(C(=C1C1=CC(N2[C@@H](CCC2C1)C=1NC(=CN1)C1=C(C(=NC=C1)CO[Si](C)(C)C(C)(C)C)F)=O)F)Cl (3S)-7-(6-amino-3-chloro-2-fluorophenyl)-3-(5-(2-((tert-butyldimethylsilyloxy)methyl)-3-fluoropyridin-4-yl)-1H-imidazol-2-yl)-2,3,8,8a-tetrahydroindolizin-5(1H)-one